Tert-butyl 4-[2-[[2-(2,6-dioxo-3-piperidyl)-1,3-dioxo-isoindolin-4-yl]amino]ethyl]piperidine-1-carboxylate O=C1NC(CCC1N1C(C2=CC=CC(=C2C1=O)NCCC1CCN(CC1)C(=O)OC(C)(C)C)=O)=O